6'-(o-aminophenyl)-2'-{[3-fluoro-4-(trifluoromethyl)phenyl]methyl}-1'-oxo-2'H,4'H-spiro[cyclopentane-1,3'-isoquinoline]-4'-carboxylic acid NC1=C(C=CC=C1)C=1C=C2C(C3(N(C(C2=CC1)=O)CC1=CC(=C(C=C1)C(F)(F)F)F)CCCC3)C(=O)O